Cl.CN1N=CC=C1C1CCN(CC1)C1CC2(C1)CN(CC2)C(=O)OCC ethyl 2-[4-(1-methyl-1H-pyrazol-5-yl) piperidin-1-yl]-6-azaspiro[3.4]octane-6-carboxylate hydrochloride